N-(3-(5-ethynyl-1H-pyrrolo[2,3-b]pyridine-3-carbonyl)-2,4-difluorophenyl)propane-1-sulfonamide C(#C)C=1C=C2C(=NC1)NC=C2C(=O)C=2C(=C(C=CC2F)NS(=O)(=O)CCC)F